N-ethyl-2-((5-(2-((5R)-6-(ethyl-(methyl)amino)-5-hydroxy-2-methylhexan-3-yl)-2,6-diazaspiro[3.4]oct-6-yl)-1,2,4-triazin-6-yl)oxy)-5-fluoro-N-isopropylbenzamide C(C)N(C(C1=C(C=CC(=C1)F)OC1=C(N=CN=N1)N1CC2(CN(C2)C(C(C)C)C[C@H](CN(C)CC)O)CC1)=O)C(C)C